4-chlorobenzyl (4-(picolinamidometh-yl)phenyl)carbamate N1=C(C=CC=C1)C(=O)NCC1=CC=C(C=C1)NC(OCC1=CC=C(C=C1)Cl)=O